BrC1=CC2=C(N=C(N=C2Cl)Cl)S1 6-bromo-2,4-dichlorothieno[2,3-d]pyrimidine